C(#N)C=1C=C(C=CC1OC)[C@@H]1CC[C@H](CC1)CN(C(=O)[C@@H]1CC[C@H](CC1)C(=O)O)C1=CC(=CC=C1)C=1C=NN(C1)C1CC1 trans-4-(((trans-4-(3-Cyano-4-methoxyphenyl)cyclohexyl)-methyl)(3-(1-cyclopropyl-1H-pyrazol-4-yl)phenyl)carbamoyl)-cyclohexanecarboxylic acid